isopropyl (R)-2-amino-2-(3-fluoro-4-((trimethylsilyl)ethynyl)phenyl)-4,4-dimethylpentanoate N[C@](C(=O)OC(C)C)(CC(C)(C)C)C1=CC(=C(C=C1)C#C[Si](C)(C)C)F